C(#N)C1=C(C=C(C=C1)N1C(N(C(C1=O)(C)C)[C@@H]1CC[C@H](CC1)CCCOC1C[C@H](N([C@H](C1)C)CC(=O)O)C)=S)C(F)(F)F 2-((2R,4r,6S)-4-(3-((trans)-4-(3-(4-cyano-3-(trifluoromethyl)phenyl)-5,5-dimethyl-4-oxo-2-thioxoimidazolidin-1-yl)cyclohexyl)propoxy)-2,6-dimethylpiperidine-1-yl)acetic acid